CC(C1=CC=C(C=C1)F)O 1-(p-fluorophenyl)ethanol